sodium sulfate calcium sulfate calcium chloride [Cl-].[Ca+2].S(=O)(=O)([O-])[O-].[Ca+2].S(=O)(=O)([O-])[O-].[Na+]